4-(3-((1-(3,6-dimethyl-4-oxo-2-(piperidin-1-yl)-4H-chromen-8-yl)ethyl) amino)pyridin-2-yl)-2-fluoro-6-formylphenyl trifluoromethanesulfonate FC(S(=O)(=O)OC1=C(C=C(C=C1C=O)C1=NC=CC=C1NC(C)C=1C=C(C=C2C(C(=C(OC12)N1CCCCC1)C)=O)C)F)(F)F